ethyl 1-(6-butyl-3-(4-methoxyphenyl)pyrazin-2-yl)-4-fluoro-piperidine-4-carboxylate C(CCC)C1=CN=C(C(=N1)N1CCC(CC1)(C(=O)OCC)F)C1=CC=C(C=C1)OC